O1CC(CCC1)OC1=CC=C2C=C(C(NC2=C1)=O)C(=O)N 7-{[oxan-3-yl]oxy}-2-oxo-1,2-dihydroquinoline-3-carboxamide